C1(=CC=CC=C1)[C@H](C)O (S)-phenylethanol